N1(CCCCCC1)C1(CC(C1)N1C(C(C2=NC=C(C=C21)Br)(C)C)=O)C 1-((1s,3s)-3-(azepan-1-yl)-3-methylcyclobutyl)-6-bromo-3,3-dimethyl-1,3-dihydro-2H-pyrrolo[3,2-b]pyridin-2-one